C1(CCCCC1)N(C1=C(C#N)C(=CC=N1)I)C 2-(cyclohexyl-(methyl)amino)-4-iodonicotinonitrile